CNC(C(=O)O)CN N-Methyl-2,3-diaminopropionic acid